CS(=O)(=O)C1=C2C(C(=NN(C2=CC=C1)C1=CC=C(C=C1)OC(F)(F)F)C(=O)OC1=CC=CC=C1)=O phenyl 5-methylsulfonyl-4-oxo-1-[4-(trifluoromethoxy)phenyl]cinnoline-3-carboxylate